N-(2-aminoethyl)-3-(6-morpholino-1H-benzo[d]imidazol-2-yl)-1H-indazole-5-carboxamide NCCNC(=O)C=1C=C2C(=NNC2=CC1)C1=NC2=C(N1)C=C(C=C2)N2CCOCC2